CC1(OC(OCC1(C)C)[C@@H]1CC[C@H](CC1)C=1C=NN2C1C=CC=C2)C 3-(Trans-4-(4,4,5,5-tetramethyl-1,3-dioxane-2-yl)cyclohexyl)pyrazolo[1,5-a]pyridine